tert-butyl (S)-(3-(7-cyano-5-fluoro-2,3-dimethyl-1-((2-(trimethylsilyl)ethoxy)methyl)-1H-indol-4-yl)cyclohex-3-en-1-yl)carbamate C(#N)C=1C=C(C(=C2C(=C(N(C12)COCC[Si](C)(C)C)C)C)C=1C[C@H](CCC1)NC(OC(C)(C)C)=O)F